ClC1=C(C=CC=C1)CC(=O)NC1=CC(=C(C(=C1)S(N)(=O)=O)N1N=CC(=C1)C(F)(F)F)Cl 2-(2-chlorophenyl)-N-{3-chloro-5-sulfamoyl-4-[4-(trifluoromethyl)-1H-pyrazol-1-yl]phenyl}acetamide